6-Hydroxy-decanoic acid OC(CCCCC(=O)O)CCCC